3-(4,5-Dimethylthiazol-2-yl)-2,5-diphenyltetrazolium bromide CC1=C(SC(=N1)[N+]2=NC(=NN2C3=CC=CC=C3)C4=CC=CC=C4)C.[Br-]